N1(CCC1)C=1N(C=2C(=NC=C(C2)N2C=CC=3N=CN=C(C32)OC)N1)CC1=CC(=CC(=C1)F)F 2-(azetidin-1-yl)-1-(3,5-difluorobenzyl)-6-(4-methoxy-5H-pyrrolo[3,2-d]pyrimidin-5-yl)-1H-imidazo[4,5-b]pyridine